5-chloro-4-(3-(3-cyanophenyl)-5-fluoro-1H-indazol-1-yl)-2-fluoro-N-(methylsulfonyl)benzamide ClC=1C(=CC(=C(C(=O)NS(=O)(=O)C)C1)F)N1N=C(C2=CC(=CC=C12)F)C1=CC(=CC=C1)C#N